6-ethynyl-pyridinecarboxaldehyde C(#C)C1=CC=CC(=N1)C=O